trans-4-((4-(1-Iso-propyl-1H-pyrazol-4-yl)pyridin-2-yl)((trans-4-(5-methoxy-6-methylpyridin-2-yl)-cyclohexyl)methyl)-carbamoyl)cyclohexyl 3-methoxyazetidine-1-carboxylate COC1CN(C1)C(=O)O[C@@H]1CC[C@H](CC1)C(N(C[C@@H]1CC[C@H](CC1)C1=NC(=C(C=C1)OC)C)C1=NC=CC(=C1)C=1C=NN(C1)C(C)C)=O